N-(4-((3-chloro-2-fluorophenyl)amino)-7-((3-methyl-3-azabicyclo[3.1.0]hexan-1-yl)ethynyl)quinazolin-6-yl)acrylamide ClC=1C(=C(C=CC1)NC1=NC=NC2=CC(=C(C=C12)NC(C=C)=O)C#CC12CN(CC2C1)C)F